FC1=C(C=O)C=C(C(=C1)O)F 2,5-DIFLUORO-4-HYDROXYBENZALDEHYDE